FC(OC1=C(C=C(C=O)C=C1)OCC)F 4-(difluoromethoxy)-3-ethoxybenzaldehyde